6-[(2S)-2-aminopropyl]-2-chloro-N-[(4-fluoro-1,3-thiazol-2-yl)methyl]-7-methylthieno[3,2-d]pyrimidin-4-amine N[C@H](CC1=C(C=2N=C(N=C(C2S1)NCC=1SC=C(N1)F)Cl)C)C